4-(tetrahydrofuran-3-yl)-2-oxopiperazine O1CC(CC1)N1CC(NCC1)=O